4,6-Dichloro-2-methylpyridine-3-carboxylic acid chloride ClC1=C(C(=NC(=C1)Cl)C)C(=O)Cl